N-(N,N-dimethyl-2-aminocyclohepta[b]benzofur-9-yl)isoxazole-3-carboxamide CN(C1=CC=C2C(=C3C(O2)=CC=CC(=C3)NC(=O)C3=NOC=C3)C1)C